2-(5-(2-(((R)-((R)-8-cyano-1,2,3,4-tetrahydroquinoxalin-2-yl)(phenyl)methyl)amino)ethyl)-2-methoxyphenyl)acetic acid C(#N)C=1C=CC=C2NC[C@@H](NC12)[C@@H](C1=CC=CC=C1)NCCC=1C=CC(=C(C1)CC(=O)O)OC